C(C)(C)(C)C1=CC=C(C=C1)O para-t-butylphenol